C1(CCCC1)C(=O)OC cyclopentanecarboxylic acid, methyl ester